C1(CCC1)CN[C@H]1CN(CCC1)C=1C=NC(=CC1)CN1N=NC(=C1)C1=C2C=NNC2=CC(=C1)OC (3R)-N-(cyclobutylmethyl)-1-[6-[[4-(6-methoxy-1H-indazol-4-yl)triazol-1-yl]-methyl]-3-pyridyl]piperidin-3-amine